3-ethyl-4-ethyl-aniline C(C)C=1C=C(N)C=CC1CC